3-(dodecylthio)propionat C(CCCCCCCCCCC)SCCC(=O)[O-]